N-(5-((4-cyanobenzyl)oxy)-1-(6-methyl-4,8-dioxo-1,3,6,2-dioxazaborocan-2-yl)pent-2-yn-1-yl)-4-nitrobenzenesulfonamide C(#N)C1=CC=C(COCCC#CC(B2OC(CN(CC(O2)=O)C)=O)NS(=O)(=O)C2=CC=C(C=C2)[N+](=O)[O-])C=C1